FC=1C(=CC=2C3=C(NC(C2C1)=O)C(OC[C@H]3N(C(=O)C=3NC1=CC(=C(C=C1C3)F)C(F)F)C)=O)F (S)-N-(8,9-Difluoro-4,6-dioxo-1,4,5,6-tetrahydro-2H-pyrano[3,4-c]isoquinolin-1-yl)-6-(difluoromethyl)-5-fluoro-N-methyl-1H-indole-2-carboxamide